2-Acetamido-N-(2-amino-2-oxoethyl)-3-methylbutanamide C(C)(=O)NC(C(=O)NCC(=O)N)C(C)C